BrC=1C(=C2C(=NC1)N=C(N2)C2=C(N(C(=C2)C)C2=CC=C(C=C2)OCCN2CCOCC2)C)N[C@@H]2CN(CC2)S(=O)(=O)CC (S)-6-bromo-2-(2,5-dimethyl-1-(4-(2-morpholinoethoxy)phenyl)-1H-pyrrol-3-yl)-N-(1-(ethylsulfonyl)pyrrolidin-3-yl)-1H-imidazo[4,5-b]pyridin-7-amine